3-(2,5-dimethyl-1H-pyrrol-1-yl)-5-iodo(trifluoromethyl)-1H-pyrazole CC=1N(C(=CC1)C)C1=NN(C(=C1)I)C(F)(F)F